C1(CC1)[C@]1(C(N(C[C@H]1C)C1=NN(C2=CN=CC=C21)C=2C=NN(C2)C)=O)C#N (3R,4S)-3-cyclopropyl-4-methyl-1-[1-(1-methylpyrazol-4-yl)pyrazolo[3,4-c]pyridin-3-yl]-2-oxopyrrolidine-3-carbonitrile